tert-butyl trans-3-(3-cyano-1H-pyrazol-1-yl)-4-(3-(trifluoromethyl)benzyloxy)pyrrolidine-1-carboxylate C(#N)C1=NN(C=C1)[C@@H]1CN(C[C@H]1OCC1=CC(=CC=C1)C(F)(F)F)C(=O)OC(C)(C)C